1-[(2S)-tetrahydrofuran-2-yl]methanamine O1[C@@H](CCC1)CN